8-(4-tert-butylphenyl)-6-oxo-3-phenyl-2H,3H,4H,6H-pyrimido[2,1-b][1,3,5]thiadiazine-7-carbonitrile C(C)(C)(C)C1=CC=C(C=C1)C=1N=C2SCN(CN2C(C1C#N)=O)C1=CC=CC=C1